CSC1=NC=NN2C1=CC=C2C2(O[C@@H]([C@H]([C@H]2OCC2=CC=CC=C2)OCC2=CC=CC=C2)COCC2=CC=CC=C2)O (3R,4R,5R)-2-(4-methylthiopyrrolo[2,1-f][1,2,4]triazin-7-yl)-3,4-dibenzyloxy-5-((benzyloxy)methyl)tetrahydrofuran-2-ol